ClC=1C=C(C=CC1C(F)(F)F)N1CC(CC1)C(=O)N[C@H]1[C@H]2CC[C@@H](C1)N2C#N 1-(3-chloro-4-(trifluoromethyl)phenyl)-N-((1R,2R,4S)-7-cyano-7-azabicyclo[2.2.1]heptan-2-yl)-3-pyrrolidinecarboxamide